NCCNC(\C=C\C(=O)C1=CC=C(C=C1)OC)=O (E)-N-(2-aminoethyl)-4-(4-methoxyphenyl)-4-oxobut-2-enamide